3-fluoro-4-[2-(4-methylpiperazin-1-yl)-thiazol-4-yl]benzoic acid HCl salt Cl.FC=1C=C(C(=O)O)C=CC1C=1N=C(SC1)N1CCN(CC1)C